C(C)(C)[C@H]1CC[C@H](CC1)NC(C1=CC(=CC(=C1)NC(=O)[C@@H]1CC[C@@H](CC1)C(C)(C)C)NC(=O)[C@@H]1CC[C@@H](CC1)C(C)(C)C)=O N-(cis-4-isopropylcyclohexyl)-3,5-bis-[cis-4-tert-butylcyclohexylcarbonyl-amino]-benzamide